O1C(=CC=C1)C1=CC(=NO1)C(=O)O 5-(furan-2-yl)isoxazol-3-carboxylic acid